sodium (3R,3'R)-4,4'-(ethane-1,2-diylbis(disulfanediyl))bis(3-aminobutane-1-sulfinate) C(CSSC[C@@H](CCS(=O)[O-])N)SSC[C@@H](CCS(=O)[O-])N.[Na+].[Na+]